3'-fluoro-4-(1H-pyrazol-4-yl)-[1,1'-biphenyl]-2-amine FC=1C=C(C=CC1)C=1C(=CC(=CC1)C=1C=NNC1)N